monoethyl-anthraquinone C(C)C1=CC=CC=2C(C3=CC=CC=C3C(C12)=O)=O